C(CCCCCCCCCCC)OCCCNC(=N)NC(=N)NCC1=CC=C(C=C1)Cl N-3-lauroxypropyl-N5-p-chlorobenzyl-biguanide